ClC1=C(C=C(OCCCN2C(=CC(=C2)N(C2=CC(=CC=C2)OC)CC2=CC(=C(C=C2)C#C)Cl)C(=O)O)C=C1C)C 1-(3-(4-chloro-3,5-dimethylphenoxy)propyl)-4-((3-chloro-4-ethynylbenzyl)(3-methoxyphenyl)amino)-1H-pyrrole-2-carboxylic acid